C(C)(C)(C)OC(=O)N1CC2=CC(=CC(=C2C1)I)Cl (6-chloro-4-iodo-1,3-dihydroisoindol-2-yl)formic acid tert-butyl ester